5-(1,1-di-methylethyl)-4-hydroxy-phenylpropionic acid octyl ester C(CCCCCCC)OC(C(C)C1=CC=C(C(=C1)C(C)(C)C)O)=O